6-(4-formyl-2,3-dihydroindol-1-yl)-N-[(1R,2R)-2-methoxycyclobutyl]-8-(methylamino)imidazo[1,2-b]pyridazine-3-carboxamide trifluoroacetate FC(C(=O)O)(F)F.C(=O)C1=C2CCN(C2=CC=C1)C=1C=C(C=2N(N1)C(=CN2)C(=O)N[C@H]2[C@@H](CC2)OC)NC